OC(C)C(CCCCCCC)S 2-hydroxy-3-decanethiol